N-(4-(6-chlorobenzo[d]oxazol-2-yl)phenyl)-2,2,2-trifluoroacetamide ClC1=CC2=C(N=C(O2)C2=CC=C(C=C2)NC(C(F)(F)F)=O)C=C1